1-[5-(1-piperidylsulfonyl)indolin-1-yl]ethanone N1(CCCCC1)S(=O)(=O)C=1C=C2CCN(C2=CC1)C(C)=O